C1=C2C=CC=C3C2=C2C=4C(=CC=C12)C=CC4C=C3 azuleno[1,8,7,6-cdef]fluorene